C(C)(C)(C)C=1C=C(N(N1)C=1C=NC(=CC1)C)NC(=O)NC1=C(C=C(C=C1)OC1=CC=NC=2NC(CCC12)=O)C(F)(F)F 1-[5-tert-butyl-2-(6-methyl-3-pyridyl)pyrazol-3-yl]-3-[4-[(7-oxo-6,8-dihydro-5H-1,8-naphthyridin-4-yl)oxy]-2-(trifluoromethyl)phenyl]urea